methyl-5-oxo-2-(pyridin-3-yl)pyrrolidine CN1C(CCC1=O)C=1C=NC=CC1